2-chloro-3-[(E)-dimethylaminomethyleneamino]-4-(trifluoromethyl)benzoic acid ClC1=C(C(=O)O)C=CC(=C1/N=C/N(C)C)C(F)(F)F